Cl.N1CC(C1)=CCN1N=CC=C1C(=O)N[C@H](C(=O)NC1=CC=C(C=C1)C=1C(=NNC1C)C)C1CCC(CC1)C 1-(2-(azetidin-3-ylidene)ethyl)-N-((1S)-2-((4-(3,5-dimethyl-1H-pyrazol-4-yl)phenyl)amino)-1-(4-methylcyclohexyl)-2-oxoethyl)-1H-pyrazole-5-carboxamide hydrochloride